4-((4-(2-(2,6-dioxopiperidin-3-yl)-1,3-dioxoisoindolin-5-yl)-4-hydroxypiperidin-1-yl)methyl)benzonitrile O=C1NC(CCC1N1C(C2=CC=C(C=C2C1=O)C1(CCN(CC1)CC1=CC=C(C#N)C=C1)O)=O)=O